[N+](=O)([O-])C1=CC=C2CNC(NC2=C1)=O 7-nitro-3,4-dihydroquinazolin-2(1H)-one